C1(CC1)C=1C=NN2C1N=C(C=C2N(C(OC(C)(C)C)=O)CC2=CC=C(C=C2)C2=NC=CC=C2)N[C@@H]2CNC(C2)=O tert-butyl (S)-(3-cyclopropyl-5-((5-oxopyrrolidin-3-yl)amino)pyrazolo[1,5-a]pyrimidin-7-yl)(4-(pyridin-2-yl)benzyl)carbamate